CC1=NC(=NC(=C1B(O)O)C)N1CCN(CC1)C (4,6-dimethyl-2-(4-methylpiperazin-1-yl)pyrimidin-5-yl)boronic Acid